O[C@@H]1C[C@H](N(C1)C([C@H](C(C)(C)C)N)=O)C(=O)NCC1=CC=C(C=C1)C1=C(N=CS1)C |r| rac-(2S,4R)-4-hydroxy-N-[[4-(4-methylthiazol-5-yl)phenyl]methyl]-1-[rac-(2S)-2-amino-3,3-dimethyl-butanoyl]pyrrolidine-2-carboxamide